(S)-2-(4-fluorobenzamido)-3-(1H-indol-3-yl)propanoic acid FC1=CC=C(C(=O)N[C@H](C(=O)O)CC2=CNC3=CC=CC=C23)C=C1